N-(3-(5-chlorothiophen-2-yl)-4-cyclobutyl-1-methyl-1H-pyrazol-5-yl)-2-(1-(trifluoromethyl)cyclopropyl)acetamide ClC1=CC=C(S1)C1=NN(C(=C1C1CCC1)NC(CC1(CC1)C(F)(F)F)=O)C